CC1=CNC2=CC=CC(=C12)C 3,4-dimethyl-1H-indole